O=C1NC(CC[C@H]1NC1=CC=C(C=C1)C1CCN(CC1)CC1CCNCC1)=O |r| (±)-4-((4-(4-((2,6-dioxopiperidin-3-yl)amino)phenyl)piperidin-1-yl)methyl)piperidine